Cl.FC=1C(=C(N)C=C(C1)F)C 3,5-difluoro-2-methylaniline hydrogen chloride